COCC1=C(N=CC=2NC3=CC=C(C=C3C21)C2=CC=CC=C2)C(=O)OCC ethyl 4-(methoxymethyl)-6-phenyl-9H-pyrido[3,4-b]indole-3-carboxylate